ClCCCC1(NCCC1=O)C(=O)OCC ethyl 2-(3-chloropropyl)-3-oxopyrrolidin-2-carboxylate